FC1=C(CN2N=C(C=CC2=O)C2=CC=C(C=C2)F)C=CC=C1 2-(2-fluorobenzyl)-6-(4-fluorophenyl)pyridazin-3(2H)-one